C(CCCCCCCC(=O)OCC(CO)CO)(=O)OCCCCCCCCCC 1-decyl 9-(3-hydroxy-2-(hydroxymethyl) propyl) azelate